N1(CCNCC1)CCN1N=CC(=C1)NC(=O)C=1N=C(SC1)C=1C=NNC1 N-{1-[2-(piperazin-1-yl)ethyl]-1H-pyrazol-4-yl}-2-(1H-pyrazol-4-yl)-1,3-thiazole-4-carboxamide